tert-Butyl 3-[4-[2-[(2R)-2-(hydroxymethyl)azetidin-1-yl]-6-(trifluoromethyl)pyrimidin-4-yl]pyrazol-1-yl]azetidine-1-carboxylate OC[C@@H]1N(CC1)C1=NC(=CC(=N1)C=1C=NN(C1)C1CN(C1)C(=O)OC(C)(C)C)C(F)(F)F